ethyl (4R)-4-methyl-2-oxocyclopentadecane-1-carboxylate C[C@H]1CC(C(CCCCCCCCCCC1)C(=O)OCC)=O